3-bromo-7-iodo-6,7-dihydro-5H-pyrido[2,3-b]azepin-8(9H)-one BrC1=CC2=C(NC(C(CC2)I)=O)N=C1